C(C)(C)(C)OC(=O)N(C1=C(C(=O)OC)C=CC(=C1)Br)C(=O)OC(C)(C)C methyl 2-(bis(tert-butoxycarbonyl)amino)-4-bromobenzoate